C1(CC1)CN1CCC(CC1)NC(OC(C)(C)C)=O tert-butyl (1-(cyclopropylmethyl)piperidin-4-yl)carbamate